methyl 2-(tert-butoxycarbonylamino)-4-(1-methylcyclobutyl)but-2-enoate C(C)(C)(C)OC(=O)NC(C(=O)OC)=CCC1(CCC1)C